(2R)-3-(3-bromo-5-chloro-7-{[(1,3-thiazol-2-yl)methyl]amino}thieno[3,2-b]pyridin-2-yl)-2-[(trifluoromethyl)amino]propan-1-ol formate C(=O)OC[C@@H](CC1=C(C2=NC(=CC(=C2S1)NCC=1SC=CN1)Cl)Br)NC(F)(F)F